5-bromo-2-chloro-N-(3,3-difluorocyclopentyl)pyrimidine BrC=1C=NC(N(C1)C1CC(CC1)(F)F)Cl